(3-bromo-4-fluorophenoxy)-5-(2,6-dichlorophenyl)-6H-pyrimido[1,6-b]pyridazin-6-one BrC=1C=C(OC=2C=CC=3N(N2)C=NC(C3C3=C(C=CC=C3Cl)Cl)=O)C=CC1F